5-(3-fluoro-4-((4-methylpyrimidin-2-yl)oxy)phenyl)-7-methyl-5H-pyrrolo[3,2-d]pyrimidin-4-amine FC=1C=C(C=CC1OC1=NC=CC(=N1)C)N1C=C(C=2N=CN=C(C21)N)C